C(#N)CC1CCC(CC1)NC(=O)C=1C2=C(N=C(N1)N1C=NC=C1)C=CN2 N-((1r,4r)-4-(cyanomethyl)cyclohexyl)-2-(1H-imidazol-1-yl)-5H-pyrrolo[3,2-d]pyrimidine-4-carboxamide